2-{5-(Ethylsulfonyl)-2-[4-(1-fluorocyclopropyl)phenyl]-1-methyl-1H-imidazol-4-yl}-6,6,7,7-tetrafluoro-1-methyl-6,7-dihydro-1H-[1,4]dioxino[2,3-f]benzimidazole C(C)S(=O)(=O)C1=C(N=C(N1C)C1=CC=C(C=C1)C1(CC1)F)C1=NC2=C(N1C)C=C1C(=C2)OC(C(O1)(F)F)(F)F